1-methyl-3-(N-ethyl-2-trifluoromethyl-indol-3-yl)quinoxaline-2(1H)-one CN1C(C(=NC2=CC=CC=C12)C1=C(N(C2=CC=CC=C12)CC)C(F)(F)F)=O